(6aR,9R)-1,2,5-tribromo-7-methyl-4,6,6a,7,8,9-hexahydroindolo[4,3-fg]quinoline-9-carboxylic acid BrC1=C(C=C2NC(=C3C2=C1C1=C[C@H](CN([C@@H]1C3)C)C(=O)O)Br)Br